[Gd+].C(\C=C/C(=O)[O-])(=O)OCC monoethyl maleate gadolinium salt